2-chloro-4-(8-(4-(4-(1-(2-(2,6-dioxopiperidin-3-yl)-1,3-dioxoisoindolin-5-yl)piperidin-4-yl)-1,4-diazepan-1-carbonyl)phenyl)-2,8-diazaspiro[4.5]Decan-2-yl)benzonitrile ClC1=C(C#N)C=CC(=C1)N1CC2(CC1)CCN(CC2)C2=CC=C(C=C2)C(=O)N2CCN(CCC2)C2CCN(CC2)C=2C=C1C(N(C(C1=CC2)=O)C2C(NC(CC2)=O)=O)=O